C1(CC1)C[C@@H](C(=O)OCC=1C=C(C=C2C=CC=NC12)Br)NC(C[C@H]1N(C(CC1)=O)CC1=C(C(=CC=C1)F)F)=O (6-Bromoquinolin-8-yl)methyl (S)-3-cyclopropyl-2-(2-((S)-1-(2,3-difluorobenzyl)-5-oxopyrrolidin-2-yl)acetamido)propanoate